3-(benzo[d]oxazol-2-yl)-2,4,5,6-tetrakis(3-(tert-butyl)-9H-carbazol-9-yl)benzonitrile O1C(=NC2=C1C=CC=C2)C=2C(=C(C#N)C(=C(C2N2C1=CC=CC=C1C=1C=C(C=CC21)C(C)(C)C)N2C1=CC=CC=C1C=1C=C(C=CC21)C(C)(C)C)N2C1=CC=CC=C1C=1C=C(C=CC21)C(C)(C)C)N2C1=CC=CC=C1C=1C=C(C=CC21)C(C)(C)C